C[C@@H]1C=2CCC(C2C[C@@H](CC1)C(=C)C)=O (4S,7R)-4-methyl-7-(prop-1-en-2-yl)-3,4,5,6,7,8-hexahydroazulen-1(2H)-one